(s)-N-(6-trifluoromethoxy-benzthiazol-2-yl)-pyrrolidine-2-carboxamide FC(OC1=CC2=C(N=C(S2)NC(=O)[C@H]2NCCC2)C=C1)(F)F